1-fluoro-5-methyl-5a,6,7,8,9,10-hexahydro-5H-4-oxa-3,10a,11,13,14-pentaaza-6,9-methanonaphtho[1,8-ab]heptalene-14-formate FC1=C2N=CN=C3C2=C(OC(C2C4CCC(CN32)N4C(=O)[O-])C)N=C1